5-(4-methoxybenzyl)-1-(4-(2-oxo-2-(4-(5-(trifluoromethyl)pyrimidin-2-yl)piperazin-1-yl)ethoxy)butan-2-yl)-3-(trifluoromethyl)-1,5-dihydro-4H-pyrazolo[3,4-d]pyridazin-4-one COC1=CC=C(CN2N=CC3=C(C2=O)C(=NN3C(C)CCOCC(N3CCN(CC3)C3=NC=C(C=N3)C(F)(F)F)=O)C(F)(F)F)C=C1